methyl (1S,3S)-3-((2-(5-chloro-3-(((cyclopentyl(methyl)carbamoyl)oxy)methyl)thiophen-2-yl)-4-methylpyrimidin-5-yl)oxy)cyclohexane-1-carboxylate ClC1=CC(=C(S1)C1=NC=C(C(=N1)C)O[C@@H]1C[C@H](CCC1)C(=O)OC)COC(N(C)C1CCCC1)=O